FC(OC1=CC=C(C=C1)N1C=C(N=C2C(NC(N=C12)(N)OCC)=O)C=1C=CC2=C(N(C(=N2)CCO)C)C1)F 8-(4-(difluoromethoxy)phenyl)-2-ethoxy-6-(2-(2-hydroxyethyl)-1-methyl-1H-benzo[d]imidazole-6-yl)pterin